rac-tert-butyl (5-(2-((2R,5S)-2-(6-carbamoylspiro[3.3]heptan-2-yl)-5-methylpiperidin-1-yl)-2-oxoacetamido)-3-methylpyridin-2-yl)carbamate C(N)(=O)C1CC2(CC(C2)[C@@H]2N(C[C@H](CC2)C)C(C(=O)NC=2C=C(C(=NC2)NC(OC(C)(C)C)=O)C)=O)C1 |r|